N-[4-[(1S)-1-[(4-methyl-1,2,4-triazol-3-yl)sulfanyl]ethyl]-2-pyridyl]-1,3-benzothiazole-2-carboxamide CN1C(=NN=C1)S[C@@H](C)C1=CC(=NC=C1)NC(=O)C=1SC2=C(N1)C=CC=C2